FC(C(=O)OC(C(CF)(F)F)=O)(CF)F 2,2,3-Trifluoropropionic Anhydride